1-{3-cyclopropyl-2-fluoro-5-[(2R)-2-methylmorpholin-4-yl]phenyl}-3-[(1-ethyl-1H-pyrazol-4-yl)methyl]-1,3-dihydro-2H-imidazol-2-one C1(CC1)C=1C(=C(C=C(C1)N1C[C@H](OCC1)C)N1C(N(C=C1)CC=1C=NN(C1)CC)=O)F